C(CCCC\C=C/CC)OC(CCC(=O)O)OCCCCC\C=C/CC 4,4-bis(((Z)-non-6-en-1-yl)oxy)butyric acid